FC(C(=O)O)(F)F.NC=1N=CC(=NC1C1=NN(C=N1)C)C=1C=C(C=CC1C)S(=O)(=O)NC12CCC(C1)(C2)C#N 3-(5-Amino-6-(1-methyl-1H-1,2,4-triazol-3-yl)pyrazin-2-yl)-N-(4-cyanobicyclo[2.1.1]hexan-1-yl)-4-methylbenzenesulfonamide Trifluoroacetate Salt